(R)-7-methoxy-2-methyl-6-(4-methylpiperazin-1-yl)-N-(1-(3-nitro-5-(Trifluoromethyl)phenyl)ethyl)pyrido[2,3-d]pyrimidin-4-amine COC=1C(=CC2=C(N=C(N=C2N[C@H](C)C2=CC(=CC(=C2)C(F)(F)F)[N+](=O)[O-])C)N1)N1CCN(CC1)C